OS(=O)(=O)C(F)(F)F.C(C)(C)(C)N tert-butylamine triflate